(R)-8-acryloyl-4-chloro-1-((S)-2,4-dimethylpiperazin-1-yl)-3-(prop-1-yn-1-yl)-6,6a,7,8,9,10-hexahydro-12H-pyrazino[2,1-c]pyrido[3,4-f][1,4]oxazepin-12-one C(C=C)(=O)N1C[C@@H]2COC3=C(C(N2CC1)=O)C(=NC(=C3Cl)C#CC)N3[C@H](CN(CC3)C)C